BrC=1C=C(N(N1)C1=NC=CC=C1Br)C(=O)NC1=C(C=C(C=C1C)Cl)C(N)=O 5-bromo-2-(3-bromo-2-pyridinyl)-N-(2-carbamoyl-4-chloro-6-methyl-phenyl)pyrazole-3-carboxamide